C(OCCSSCCOCCN1CCCCCC1)(OC1=CC=C(C=C1)[N+](=O)[O-])=O 2-((2-(2-(Azepan-1-yl)ethoxy)ethyl)disulfaneyl)ethyl (4-nitrophenyl) carbonate